N(=[N+]=[N-])CCOCCOCCOCCOCCC(NCC1=CC=C(C=C1)NC(=O)N1[C@@H](CC1=O)C(=O)OC)=O methyl (S)-1-((4-(17-azido-3-oxo-6,9,12,15-tetraoxa-2-azaheptadecyl)phenyl)carbamoyl)-4-oxoazetidine-2-carboxylate